[C@@H]12OC[C@@H](N(C1)C(=O)C1(CC1)C1=CC=C(C=C1)C1=CC3=NC=CC(=C3O1)Cl)C2 ((1S,4S)-2-oxa-5-azabicyclo[2.2.1]heptan-5-yl)(1-(4-(7-chlorofuro[3,2-b]pyridin-2-yl)phenyl)cyclopropyl)methanone